3-chloro-N-((1R,5S,6r)-3-(5-(3-cyano-6-ethoxypyrazolo[1,5-a]pyridin-4-yl)pyrazin-2-yl)-3-azabicyclo[3.1.0]hexane-6-yl)picolinamide ClC=1C(=NC=CC1)C(=O)NC1[C@@H]2CN(C[C@H]12)C1=NC=C(N=C1)C=1C=2N(C=C(C1)OCC)N=CC2C#N